NC1OC2=C(C(S1)O)C=CC=C2 2-amino-4h-1,3-benzoxathiin-4-ol